COC1=CC=C(CN2C3=C(C=C(CC2=O)C=2OC(=CN2)C)C=CC(=C3)C=3C=NN(C3)CC(=O)NC)C=C1 2-(4-(1-(4-Methoxybenzyl)-4-(5-methyloxazol-2-yl)-2-oxo-2,3-dihydro-1H-benzo[b]azepin-8-yl)-1H-pyrazol-1-yl)-N-methylacetamide